C(C)(C)(C)OC(=O)NC1=CC=C(C=C1)C=1SC=C(N1)C(=O)N[C@H](C(=O)NC(C(=O)OC)=C)C Methyl (S)-2-(2-(2-(4-((tert-butoxycarbonyl)amino)phenyl)thiazole-4-carboxamido)propanamido)acrylate